N-{[1-(4-hydroxypiperidine-1-carbonyl)cyclopentyl]methyl}-4H,5H,6H,7H,8H,9H-cycloocta[b]thiophene-2-carboxamide OC1CCN(CC1)C(=O)C1(CCCC1)CNC(=O)C1=CC2=C(S1)CCCCCC2